(2s,4s)-2-(4-(2-fluoro-5-methylphenyl)piperidine-1-carbonyl)-7-oxa-5-azaspiro[3.4]Octane-6-one FC1=C(C=C(C=C1)C)C1CCN(CC1)C(=O)C1CC2(C1)NC(OC2)=O